C1=CC=C2C(=C1)C=CC=C2NC(=O)N naphthylurea